C[Si](CCOCN1C(CCCC1=O)=O)(C)C ((2-(trimethylsilyl)ethoxy)methyl)piperidine-2,6-dione